F[Sb-](F)(F)(F)(F)F.C(C)(C)(C)C1=CC=C(C=C1)[I+]C1=CC=C(C=C1)C(C)(C)C bis-(4-tert-butylphenyl)-iodonium hexafluoroantimonate